ClC1=CC=C(OCCN2C3=NC=NC(=C3N=C2)N)C=C1 9-(2-(4-chlorophenoxy)ethyl)-9H-purin-6-amine